O=C1C=C(N=C(N1)C=1C=C(CNC(C(C)C)=O)C=CC1C(F)(F)F)C1=NC=C(C=C1)C(F)(F)F N-(3-{6-oxo-4-[5-(trifluoromethyl)pyridin-2-yl]-1,6-dihydropyrimidin-2-yl}-4-(trifluoromethyl)benzyl)isobutyramide